2-[(3,5-dimethylpyrazolyl)carboxyamino]ethyl methacrylate C(C(=C)C)(=O)OCCN(C(=O)O)C=1C(=NNC1C)C